N-[(R)-1-indanyl]-5-{3-carbamoyl-6-[(p-fluorophenoxy)methyl]-2-isobutyl-5-(5-methyl-1,3,4-oxadiazol-2-yl)-4-pyridyl}-2-thenamide [C@H]1(CCC2=CC=CC=C12)NC(C1=CC=C(S1)C1=C(C(=NC(=C1C=1OC(=NN1)C)COC1=CC=C(C=C1)F)CC(C)C)C(N)=O)=O